C(CCCCCCCCCCCCCCCCCCCCC)NC(CCCCCCCCCCCCCCCCCCCCC)=O N-behenyl-behenamide